N-(4-cyano-2-fluoro-phenyl)-5-(2,4-dichlorophenyl)-1H-pyrrole-3-sulfonamide C(#N)C1=CC(=C(C=C1)NS(=O)(=O)C1=CNC(=C1)C1=C(C=C(C=C1)Cl)Cl)F